4,4-bis(nonyloxy)butyronitrile C(CCCCCCCC)OC(CCC#N)OCCCCCCCCC